O=C1N(N=CC(N1)=O)[C@H]1[C@@H]([C@@H]([C@H](O1)COP(=O)(OC1=CC=CC=C1)N[C@@H](C)C(=O)OCC(CC)CC)O)O 2-ETHYLBUTYL ((((2R,3S,4R,5R)-5-(3,5-DIOXO-4,5-DIHYDRO-1,2,4-TRIAZIN-2(3H)-YL)-3,4-DIHYDROXYTETRAHYDROFURAN-2-YL)METHOXY)(PHENOXY)PHOSPHORYL)-L-ALANINATE